ClC1=C(C(=CC=C1Cl)O)C1CC(N(CC1)C1CNCC1)=O 4-(2,3-dichloro-6-hydroxyphenyl)-1-[pyrrolidin-3-yl]piperidin-2-one